ClC1=NC=2N(C=C1)N=C(C2)N 5-chloropyrazolo[1,5-a]pyrimidin-2-amine